C(C1=CC=CC=C1)(C1=CC=CC=C1)(C1=CC=CC=C1)OCC1C(C1)C(=O)N 2-((trityloxy)methyl)cyclopropane-1-carboxamide